1-Methyl-5-(3-methyl-1,2,4-thiadiazol-5-yl)-3,4-dihydro-1H-2,6-naphthyridine-2-carboxylic acid tert-butyl ester C(C)(C)(C)OC(=O)N1C(C2=CC=NC(=C2CC1)C1=NC(=NS1)C)C